2-(benzo[d][1,3]dioxol-5-yloxy)-N-ethyl-N-(thiophen-2-ylmethyl)acetamide O1COC2=C1C=CC(=C2)OCC(=O)N(CC=2SC=CC2)CC